CN(C=1C=C(C=CC1)NC(N)=S)C 3-(3-(dimethylamino)phenyl)thiourea